O.O.O.O.[Cl-].ClC1=NC(=CC(=C1)C1CC(C1)OC)SC 2-chloro-4-(3-methoxycyclobutyl)-6-(methylsulfanyl)pyridine chloride tetra-hydrate